[Si](O)(O)(O)O.C#C acetylene silicate